4,6-dichloro-2-propylsulfanylpyrimidine ClC1=NC(=NC(=C1)Cl)SCCC